3-bromo-4-[(2,4-difluorobenzyl)oxy]-1-(2,6-difluorophenyl)-6-[(dimethylamino)methyl]pyridin-2(1H)-one BrC=1C(N(C(=CC1OCC1=C(C=C(C=C1)F)F)CN(C)C)C1=C(C=CC=C1F)F)=O